cyclobutyl-2-methyl-5-(5-methyl-4H-1,2,4-triazol-3-yl)benzoic acid C1(CCC1)C=1C(=C(C(=O)O)C=C(C1)C1=NN=C(N1)C)C